4-hexyl-1-azacycloheptane C(CCCCC)C1CCNCCC1